2-(1-((2-chloro-4-(trifluoromethyl)phenyl)carbamoyl)cyclobutyl)-2,6-dihydropyrrolo[3,4-c]Pyrazole ClC1=C(C=CC(=C1)C(F)(F)F)NC(=O)C1(CCC1)N1N=C2C(=C1)C=NC2